O=C(CCCCC(=O)O)OCC[Si](C)(C)C 6-oxo-6-[2-(trimethylsilyl)ethoxy]hexanoic acid